C1(=CC=CC=C1)S(=O)(=O)OC(C1=C(C=CC(=C1)Cl)Cl)=O.[Na] sodium (2,5-dichlorobenzoyl) benzenesulfonate